2-(7-(4-methoxybenzyl)-8-methyl-5,6,7,8-tetrahydroimidazo[1,5-a]pyrazin-3-yl)-4-(trifluoromethyl)thiazole HydroxyEthyl-Methacrylate OCCOC(C(=C)C)=O.COC1=CC=C(CN2C(C=3N(CC2)C(=NC3)C=3SC=C(N3)C(F)(F)F)C)C=C1